N1=CN=C(C2=C1NC=C2)N2CC1(CC2)CCC(CC1)=O 2-(7H-pyrrolo[2,3-d]pyrimidine-4-yl)-2-aza-spiro[4.5]decan-8-one